2-sulphoxylamide S(=O)(=O)(O)C1(C(C=CC=C1C)C(=O)N)C